methyl (αE)-2-[[2-chloro-4-(trifluoromethyl)phenoxy]methyl]-α-(methoxymethylene)benzene-acetate ClC1=C(OCC2=C(C=CC=C2)\C(\C(=O)OC)=C/OC)C=CC(=C1)C(F)(F)F